(1S,2R,3R)-rel-2-((tert-butoxycarbonyl)amino)-3-hydroxycyclohexane-1-carboxylic acid methyl ester COC(=O)[C@@H]1[C@H]([C@@H](CCC1)O)NC(=O)OC(C)(C)C |o1:4,5,6|